Cl.C1(=CC=CC=C1)[C@H]1[C@@H](C1)N (1R,2S)-2-phenyl-cyclopropylamine hydrochloride